(3R)-3-(2-(8-oxo-3-azabicyclo[3.2.1]octane-3-carbonyl)-6-(7-fluoro-5H-pyrrolo[2,3-b]pyrazin-2-yl)-1,2,3,4-tetrahydroisoquinolin-8-yl)morpholine-4-carboxylic acid tert-butyl ester C(C)(C)(C)OC(=O)N1[C@@H](COCC1)C=1C=C(C=C2CCN(CC12)C(=O)N1CC2CCC(C1)C2=O)C=2N=C1C(=NC2)NC=C1F